O(C1=CC=CC=C1)C1=CC=C(C=C1)CN1CCN(CCC1)CC1=CC=C(C=C1)C(O)(C)C 4-[[hexahydro-4-[(4-phenoxyphenyl)methyl]-1H-1,4-diazepin-1-yl]methyl]-α,α-dimethylbenzenemethanol